1,2-Phenylene Dibenzoate C(C1=CC=CC=C1)(=O)OC1=C(C=CC=C1)OC(C1=CC=CC=C1)=O